2,6-di-tert-butyl-4-octadecylphenol C(C)(C)(C)C1=C(C(=CC(=C1)CCCCCCCCCCCCCCCCCC)C(C)(C)C)O